NC1CCC(CC1)(O)C(F)(F)F (1r,4r)-4-amino-1-(trifluoromethyl)cyclohexane-1-ol